C(C)(C)C1=C(NC2=CC=C(C=C12)C1CCN(CC1)C1CCN(CC1)C(C)C)C=1C(=CC=2N(C1)C=CN2)C 6-(3-isopropyl-5-(1'-isopropyl-[1,4'-bipiperidin]-4-yl)-1H-indol-2-yl)-7-methylimidazo[1,2-a]pyridine